tert-butyl (1-(2-nitrobenzoyl)piperidin-4-yl)carbamate [N+](=O)([O-])C1=C(C(=O)N2CCC(CC2)NC(OC(C)(C)C)=O)C=CC=C1